N=1C=CN2C1C=C(C=C2)C2(COCC2)O 3-imidazo[1,2-a]pyridin-7-yltetrahydrofuran-3-ol